[N+](=O)([O-])OC(CC(=O)O)C 3-(nitrooxy)butyric acid